5-bromo-3''-chloro-4''-((3,5-difluoropyridin-2-yl)methoxy)-3-(2-hydroxypropan-2-yl)-5',6''-dimethyl-2H,2''H-[1,2':4',1''-terpyridin]-2,2''-dione BrC=1C=C(C(N(C1)C1=NC=C(C(=C1)N1C(C(=C(C=C1C)OCC1=NC=C(C=C1F)F)Cl)=O)C)=O)C(C)(C)O